ethyl 2-methyl-5-(3-phenylazetidin-1-yl)benzofuran-3-carboxylate CC=1OC2=C(C1C(=O)OCC)C=C(C=C2)N2CC(C2)C2=CC=CC=C2